FC1=C(O[C@@H]2C[C@@H](NC2)C(=O)NC)C=CC(=C1)I (2R,4R)-4-(2-fluoro-4-iodophenoxy)-N-methylpyrrolidine-2-carboxamide